The molecule is an indolylmethylglucosinolic acid that is glucobrassicin bearing an additional sulfo group on the indole nitrogen. It is an indolyl carbohydrate and an indolylmethylglucosinolic acid. It derives from a glucobrassicin. It is a conjugate acid of a sulfoglucobrassicin(1-). C1=CC=C2C(=C1)C(=CN2S(=O)(=O)O)C/C(=N/OS(=O)(=O)O)/S[C@H]3[C@@H]([C@H]([C@@H]([C@H](O3)CO)O)O)O